NC1=C2C(=NC=N1)NN=C2C(=O)NC=2OC1=C(N2)C=C(C=C1)C1=CC=C(C=C1)Cl 4-amino-N-(5-(4-chlorophenyl)benzo[d]oxazol-2-yl)-1H-pyrazolo[3,4-d]pyrimidine-3-carboxamide